C(C)(=O)C1=NN(C2=C(C=C(C=C12)C=1C=NC(=NC1)C)C1CC1)CC(=O)N1[C@H]2C[C@]2(C[C@H]1C(=O)NC1=NC(=CC=C1C)Br)C (1S,3S,5S)-2-(2-(3-acetyl-7-cyclopropyl-5-(2-methylpyrimidin-5-yl)-1H-indazol-1-yl)acetyl)-N-(6-bromo-3-methylpyridin-2-yl)-5-methyl-2-azabicyclo[3.1.0]hexane-3-carboxamide